6-bromo-8-methoxy-2-(4-methoxyphenyl)chroman BrC=1C=C2CCC(OC2=C(C1)OC)C1=CC=C(C=C1)OC